(S)-N-(3-fluoro-4-((3-((1-methoxypropan-2-yl)amino)-1H-pyrazolo-[3,4-b]pyridin-4-yl)-oxy)phenyl)-1-(4-fluorophenyl)-6-methyl-2-oxo-1,2-dihydro-pyridine-3-carboxamide FC=1C=C(C=CC1OC1=C2C(=NC=C1)NN=C2N[C@H](COC)C)NC(=O)C=2C(N(C(=CC2)C)C2=CC=C(C=C2)F)=O